C1(=CC=CC=C1)C1=C(C=2NC3=CC=CC=C3C2C=C1)C1=C(C=2CC3=CC=CC=C3C2C=C1)C1=CC=CC=2[Se]C3=C(C21)C=CC=C3 (phenylcarbazolyl)(Dibenzoselenophenyl)fluorene